C(=O)N1[C@@H](COCCC1)C=1C=C(C(=O)OC)C=CC1OC |r| (+/-)-methyl 3-(4-formyl-1,4-oxazepan-3-yl)-4-methoxybenzoate